C1(CCC1)C1(NC(NC1=O)=O)CNC(=O)C1=NN(N=C1)C1=CC(=C(C=C1)F)F N-[(4-cyclobutyl-2,5-dioxoimidazolidin-4-yl)methyl]-2-(3,4-difluorophenyl)-2H-1,2,3-triazole-4-carboxamide